(7-(4-(4-(benzo[b]thiophen-4-yl)piperazin-1-yl)butoxy)quinolin-2-yloxy)methyl decanoate C(CCCCCCCCC)(=O)OCOC1=NC2=CC(=CC=C2C=C1)OCCCCN1CCN(CC1)C1=CC=CC=2SC=CC21